C(C=C)N1N(C(C2=CC=C(C(=C12)F)Br)=O)CC=C 1,2-diallyl-6-bromo-7-fluoro-1,2-dihydro-3H-indazol-3-one